N-((1RS,3RS)-3-Acrylamidocyclopentyl)-4-oxo-5-(4-phenoxyphenyl)-4,5-dihydro-3H-1-thia-3,5,8-triazaacenaphthylene-2-carboxamide C(C=C)(=O)N[C@H]1C[C@@H](CC1)NC(=O)C=1SC=2N=CC=C3N(C(NC1C23)=O)C2=CC=C(C=C2)OC2=CC=CC=C2 |r|